C(C)OC(=O)C1=NOC(C1)(C1=CC=CC=C1)Cl 5-chloro-5-phenyl-4,5-dihydro-isoxazole-3-carboxylic acid ethyl ester